[N+](=O)([O-])C1=CC=C(CN2C(C=CC2=O)=O)C=C1 N-(4-nitrobenzyl)maleimide